C1(=C(C=C(C=C1)C)C)C1=NC(=NC(=N1)C1=C(C=C(C=C1)C)C)C1=C(C=C(C=C1)OC)O 2,4-bis(2,4-xylyl)-6-(2-hydroxy-4-methoxyphenyl)-1,3,5-triazine